N1(CCOCC1)C1=NC2=C(N=CC=C2C(=C1)N1C[C@@H]2[C@H](C1)COC2)C2=CC=NN2 2-(morpholin-4-yl)-8-(1H-pyrazol-5-yl)-4-[(3aR,6aS)-tetrahydro-1H-furo[3,4-c]pyrrol-5(3H)-yl]-1,7-naphthyridine